terphenylnitrile C=1(C(=CC=CC1)C#N)C=1C(=CC=CC1)C1=CC=CC=C1